1-isopropyl-5-methylcyclohexane-1,2,4-triol C(C)(C)C1(C(CC(C(C1)C)O)O)O